C(C)(=O)NC1=CC=C(C(=N1)C(=O)O)N1N=CC=N1 6-acetamido-3-(2H-1,2,3-triazol-2-yl)picolinic acid